6-(5-(methylsulfonyl)pyridin-3-yl)-4-((1-phenylethyl)amino)quinoline-3-carbonitrile CS(=O)(=O)C=1C=C(C=NC1)C=1C=C2C(=C(C=NC2=CC1)C#N)NC(C)C1=CC=CC=C1